BrCC(=O)C=1C=C(C=NC1)C(=O)N 5-(2-bromoacetyl)pyridine-3-carboxamide